C(C1=CC=CC=C1)(=O)C1C(N(C(C1([2H])[2H])([2H])[2H])C)=O 3-benzoyl-1-methylpyrrolidin-2-one-4,4,5,5-d4